5-(2-ethoxypyridin-3-yl)-1-isopropyl-3-methyl-N-((1-methyl-1H-1,2,4-triazol-5-yl)methyl)-1H-pyrazolo[4,3-b]Pyridin-7-amine C(C)OC1=NC=CC=C1C1=CC(=C2C(=N1)C(=NN2C(C)C)C)NCC2=NC=NN2C